Cl.C(C)C1=C(N)C=CC=C1 o-ethyl-aniline hydrochloride